C1N(CCC2=CC=CC=C12)[C@H]1[C@@H](CN(CC1)C(=O)C1=CC(=NC(=N1)C)NC1CCN(CC1)C(C)=O)O 1-(4-((6-((3R,4R)-4-(3,4-dihydroisoquinolin-2(1H)-yl)-3-hydroxypiperidine-1-carbonyl)-2-methylpyrimidin-4-yl)amino)piperidin-1-yl)ethanone